ClC1=NC(=C2N=CN(C2=N1)[C@@H]1O[C@@H]([C@H]([C@H]1O)O)CO)N1CC2(CCCC3=CC=CC=C23)CC1 (2R,3R,4S,5R)-2-(2-chloro-6-spiro[pyrrolidine-3,1'-tetrahydronaphthalen]-1-ylpurine-9-yl)-5-(hydroxymethyl)tetrahydrofuran-3,4-diol